CN(C(=O)C(CCCCCCCC)CCCCCCCC)C N,N-dimethyl-octyl-capramide